ClC=1C(=C(CNC([C@H](CCCC)NC(CN2N=C(C3=CC=CC=C23)C(=O)N)=O)=O)C=CC1)F (S)-1-(2-((1-((3-chloro-2-fluorobenzyl)amino)-1-oxohex-2-yl)amino)-2-oxoethyl)-1H-indazole-3-carboxamide